C[C@@H](CCCC/C=C/CCCCCCC=O)CC (R)-(E)-14-Methyl-8-Hexadecen-al